FC=1C=C(C=C(C1)F)/C=C/C(=O)O (E)-3-(3,5-difluorophenyl)acrylic acid